(4-(3-((6-(trifluoromethyl)pyridin-3-yl)oxy)pyrazin-2-yl)piperidin-1-yl)methacrylic acid FC(C1=CC=C(C=N1)OC=1C(=NC=CN1)C1CCN(CC1)C=C(C(=O)O)C)(F)F